(1R,2S,3R,5R)-3-(4-Amino-2-chloro-5-(thiazol-2-yl)-7H-pyrrolo[2,3-d]pyrimidin-7-yl)-5-(1-phenethyl-1,2,3,6-tetrahydropyridin-4-yl)cyclopentane-1,2-diol NC=1C2=C(N=C(N1)Cl)N(C=C2C=2SC=CN2)[C@H]2[C@@H]([C@@H]([C@H](C2)C=2CCN(CC2)CCC2=CC=CC=C2)O)O